1-(4-(3-(1,3-dioxoisoindolin-2-yl)-1-oxo-1-(thieno[2,3-c]pyridin-2-ylamino)prop-2-yl)phenyl)ethane O=C1N(C(C2=CC=CC=C12)=O)CC(C(NC1=CC=2C(=CN=CC2)S1)=O)C1=CC=C(C=C1)CC